C(#N)C=1N=C2C(=CC(N(C2=CC1)C)=O)C1(CC=C(C=C1)CC(=O)O)F (2R,5S)-4-(6-cyano-1-methyl-2-oxo-1,5-naphthyridin-4-yl)-2-(4-fluorophenyl)acetic acid